8-Chloro-3-(tetrahydro-furan-2-yl)-indolizine-1-carboxylic acid (3,3-difluoro-1-hydroxy-cyclohexyl-methyl)-amide FC1(CC(CCC1)(O)CNC(=O)C=1C=C(N2C=CC=C(C12)Cl)C1OCCC1)F